CC(C(=O)O)OCC(=O)O.C(C)(C)(C)C=CC1=CC=CC=C1 tertiary-butyl-styrene methyl-diglycolate